3-hydroxy-androstan-17-one OC1CC2CC[C@H]3[C@@H]4CCC([C@@]4(C)CC[C@@H]3[C@]2(CC1)C)=O